Nickel-cobalt-oxide [Co]=O.[Ni]